10,10-dimethyl-6-phenyl-6,9,10,11-tetrahydro-8H-benzo[5,6][1,4]oxazino[4,3-a]indol-8-one CC1(CC(C=2C=C3N(C2C1)C1=C(OC3C3=CC=CC=C3)C=CC=C1)=O)C